CC1=CC2=C(OCCCN2)C=C1 7-methyl-2,3,4,5-tetrahydrobenzo[b][1,4]oxazepine